CC(CC)S(=O)(=O)N butane-2-sulfonamide